CN1N=C(C=C1S(=O)(=O)N1CCC2(C[C@H](CO2)N2C[C@]3(CCOC3)CC2)CC1)C (R)-8-((1,3-dimethyl-1H-pyrazol-5-yl)sulfonyl)-3-((R)-2-oxa-7-azaspiro[4.4]non-7-yl)-1-oxa-8-azaspiro[4.5]decane